C(C)(C)SC1=NC=CC=C1C=1C=C2CCC(SC2=CC1)CCC(=O)O 3-[6-(2-isopropylsulfanyl-pyridin-3-yl)-thiochroman-2-yl]-propionic acid